C1(CC1)N1C(=NC2=C1C=C(C(=C2)F)F)C=2C(=NC=NC2)C 1-Cyclopropyl-5,6-difluoro-2-(4-methylpyrimidin-5-yl)-1H-benzo[d]imidazol